COCOC1=C(C(=O)N)C=CC(=N1)C1CCC(CC1)C(F)(F)F (methoxymethoxy)-6-((1r,4R)-4-(trifluoromethyl)cyclohexyl)nicotinamide